3-chloro-4-cyclopropyl-5-(4-(4-ethylpiperidin-4-yl)-8-fluoro-2-(((2R,7aS)-2-fluorotetrahydro-1H-pyrrolizin-7a(5H)-yl)methoxy)pyrido[4,3-d]pyrimidin-7-yl)phenol ClC=1C=C(C=C(C1C1CC1)C1=C(C=2N=C(N=C(C2C=N1)C1(CCNCC1)CC)OC[C@]12CCCN2C[C@@H](C1)F)F)O